C(#N)C1=C(OC=2C=C3C(N(C=NC3=CC2)C2COC3(C2)CCN(CC3)C3CCC(CC3)C3=C(C=C(C=C3)NC3C(NC(CC3)=O)=O)F)=O)C(=CC=C1NS(N(C)CC)(=O)=O)F 3-[6-[2-cyano-3-[[ethyl(methyl)sulfamoyl]amino]-6-fluoro-phenoxy]-4-oxo-quinazolin-3-yl]-8-[4-[4-[(2,6-dioxo-3-piperidyl)amino]-2-fluoro-phenyl]cyclohexyl]-1-oxa-8-azaspiro[4.5]decane